N-(2-(2-(4-(3-chlorobenzyloxy)phenoxy)ethoxy)ethyl)cyclopentylamine ClC=1C=C(COC2=CC=C(OCCOCCNC3CCCC3)C=C2)C=CC1